3-(4-(3-oxobutyl)-1H-pyrazol-1-yl)pyrrolidine-1-carboxylic acid tert-butyl ester C(C)(C)(C)OC(=O)N1CC(CC1)N1N=CC(=C1)CCC(C)=O